C(N)(=O)C1=[N+](C=CC(=C1)NC(=O)[C@@H]1O[C@]([C@@H]([C@H]1C1=C(C(=C(C=C1)F)F)OC(F)F)C)(C(F)(F)F)C)[O-] 2-carbamoyl-4-((2R,3S,4R,5R)-3-(2-(difluoromethoxy)-3,4-difluorophenyl)-4,5-dimethyl-5-(trifluoromethyl)tetrahydrofuran-2-carboxamido)pyridine 1-oxide